O[C@H](COC=1C=C(C=CC1)S(=O)(=O)NC)CN[C@H]1COC2(C1)CCN(CC2)S(=O)(=O)C2=CC1=C(OC(CN1C)(C)C)N=C2 3-((S)-2-hydroxy-3-((R)-8-(1,3,3-trimethyl-2,3-dihydro-1H-pyrido[2,3-b][1,4]oxazin-7-ylsulfonyl)-1-oxa-8-azaspiro[4.5]decan-3-ylamino)propoxy)-N-methylbenzenesulfonamide